CC1=CC=C(C=C1)NC(=N)NC(=N)NCCCCCCCC 1-(4-methylphenyl)-5-octyl-biguanide